6-(2-Methoxyethoxy)-4-(6-(6-((6-methoxypyridin-3-yl)methyl)-3,6-diazabicyclo[3.1.1]hept-3-yl)pyridin-3-yl)pyrazolo[1,5-a]pyridine-3-carbonitrile COCCOC=1C=C(C=2N(C1)N=CC2C#N)C=2C=NC(=CC2)N2CC1N(C(C2)C1)CC=1C=NC(=CC1)OC